C1(=CC=CC2=CC=CC=C12)N(C=1C2(C3=CC4=CC=CC=C4C3=CC1)C=CC=C1C3=CC=CC=C3C=C12)C1=C(C=CC=C1)C1=CC=CC=2SC3=C(C21)C=CC=C3 (naphthyl)(dibenzothiophenyl-Phenyl)(spirobifluorenyl)amine